4-benzyloxy-3,5-dimethoxyamphetamine C(C1=CC=CC=C1)OC1=C(C=C(CC(N)C)C=C1OC)OC